NC=1C=2N(C(=C(N1)C=1C=C(C#N)C=CC1)C1=NC=NC=C1)N=C(N2)C(O)C2=C(C=CC=C2F)CN(C)C 3-(8-amino-2-((2-((dimethylamino)methyl)-6-fluorophenyl)(hydroxy)methyl)-5-(pyrimidin-4-yl)-[1,2,4]triazolo[1,5-a]pyrazin-6-yl)benzonitrile